ethyl 4-((4-(3,4-dichlorophenyl)thiazol-2-yl)thio)-1H-1,2,3-triazole-5-carboxylate ClC=1C=C(C=CC1Cl)C=1N=C(SC1)SC=1N=NNC1C(=O)OCC